ClC1=C(C=C(C(=C1)C(F)(F)F)F)NC(CN1C=2N(C(C(=C1CC)N1CCN(CC1)C(C1=NC=CC=C1O)=O)=O)N=C(N2)N2CCOCC2)=O N-(2-chloro-5-fluoro-4-(trifluoromethyl)phenyl)-2-(5-ethyl-6-(4-(3-hydroxypicolinoyl)piperazin-1-yl)-2-morpholino-7-oxo-[1,2,4]triazolo[1,5-a]pyrimidin-4(7H)-yl)acetamide